N-(o-tolyl)dibenzo[b,d]furan-3-amine C1(=C(C=CC=C1)NC=1C=CC2=C(OC3=C2C=CC=C3)C1)C